2-(4-methoxybenzyl)-4-methylenepyrrolidine COC1=CC=C(CC2NCC(C2)=C)C=C1